N1=CC=C(C=C1)/C=C/C(=O)NC1=CC=C(C(=O)NCC2=C(C=CC=C2)C(F)(F)F)C=C1 (E)-4-(3-(pyridin-4-yl)acrylamido)-N-(2-(trifluoromethyl)benzyl)benzamide